((1S,2'S,6'S)-2'-methyl-6'-(1-methyl-1H-1,2,3-triazol-4-yl)spiro[isochroman-1,4'-piperidin]-6-yl)methanol zinc [Zn].C[C@@H]1N[C@@H](C[C@]2(C1)OCCC1=CC(=CC=C12)CO)C=1N=NN(C1)C